5-hydroxy-[1,1'-bi(cyclohexan)] OC1CCCC(C1)C1CCCCC1